N-(6-((1H-Pyrazol-1-yl)methyl)-4-methoxybenzo[d]isoxazol-3-yl)-3-(4-aminopiperidin-1-yl)benzenesulfonamide N1(N=CC=C1)CC1=CC2=C(C(=NO2)NS(=O)(=O)C2=CC(=CC=C2)N2CCC(CC2)N)C(=C1)OC